4-((6-amino-2-butoxy-8-hydroxy-9H-purin-9-yl)methyl)-N-(2-aminoethyl)benzamide NC1=C2N=C(N(C2=NC(=N1)OCCCC)CC1=CC=C(C(=O)NCCN)C=C1)O